N1=C(C=CC=C1)S(=O)(=O)NC12CC3(CC(CC(C1)C3)C2)NC(=O)C2=NC=CC=C2 Pyridine-2-carboxylic acid [3-(pyridine-2-sulfonylamino)-adamantan-1-yl]-amide